[IH2+].CN1CN(C=C1)CC 1-methyl-3-ethylimidazole iodonium salt